amino-N-(2-morpholinothiazolo[4,5-c]pyridin-6-yl)-[2,3'-bipyridine]-6-carboxamide NC=1C(=NC(=CC1)C(=O)NC1=CC2=C(C=N1)N=C(S2)N2CCOCC2)C=2C=NC=CC2